OCC(OC1=NC(=NC=C1C(F)(F)F)N[C@H]1C[C@H](CCC1)C1=NN=C2N1C=CC(=C2)C#N)CO 3-[(1S,3R)-3-[[4-[2-hydroxy-1-(hydroxymethyl)ethoxy]-5-(trifluoromethyl)pyrimidin-2-yl]amino]cyclohexyl]-[1,2,4]triazolo[4,3-a]pyridine-7-carbonitrile